Dibromo-butendiol BrC(C=C(O)O)(C)Br